C(C)OC(=O)C=1C=NN(C1CC1=C(C=C(C(=C1)CC)F)Cl)S(N(C)C)(=O)=O 5-(2-chloro-5-ethyl-4-fluorobenzyl)-1-(N,N-dimethylsulfamoyl)-1H-pyrazole-4-carboxylic acid ethyl ester